(S)-2-(3-fluoro-5-isopropyl-2-methoxyphenyl)-2-((R)-3-((3-methoxy-3-methylbutyl)(5-(5,6,7,8-tetrahydro-1,8-naphthyridin-2-yl)pentyl)amino)pyrrolidin-1-yl)acetic acid FC=1C(=C(C=C(C1)C(C)C)[C@@H](C(=O)O)N1C[C@@H](CC1)N(CCCCCC1=NC=2NCCCC2C=C1)CCC(C)(C)OC)OC